3-(4-cyclopropyl-3,5-dimethoxystyryl)furan C1(CC1)C1=C(C=C(C=CC2=COC=C2)C=C1OC)OC